FC1=C2C=CNC2=CC(=C1OC=1C=CC(=C(C1)N1N=C(C=C1OC)C(C)C=1C(=C(C=CC1)CCC(=O)O)F)F)F 3-(3-(1-(1-(5-((4,6-difluoro-1H-indol-5-yl)oxy)-2-fluorophenyl)-5-methoxy-1H-pyrazol-3-yl)ethyl)-2-fluorophenyl)propanoic acid